5-(4-chlorobenzyl)-2-(4-fluorophenyl)-8-isopropyl-7-methyl-2,5,8-triazaspiro[3.5]nonane-6,9-dione ClC1=CC=C(CN2C3(CN(C3)C3=CC=C(C=C3)F)C(N(C(C2=O)C)C(C)C)=O)C=C1